C[C@H]1CN(CC[C@@H]1NC(=O)C1=CC(=CC=2N(C=NC21)CC(F)(F)F)C#CCNC2=C(C=C(C=C2)S(=O)(=O)C)OCC)C2CCOCC2 N-[(3S,4S)-3-methyl-1-(tetrahydro-2H-pyran-4-yl)-4-piperidyl]-6-[3-(2-ethoxy-4-mesylphenylamino)-1-propynyl]-1-(2,2,2-trifluoroethyl)-1H-1,3-benzimidazole-4-carboxamide